C(C)(C)(C)OC(=O)N1CC2(C1)CN(CC2)C2=NC=NC=C2OC2=C(C=C(C=C2)F)Cl tert-butyl-6-(5-(2-chloro-4-fluorophenoxy) pyrimidin-4-yl)-2,6-diazaspiro[3.4]octane-2-carboxylate